2-chloro-5-((R)-3-methyl-10-oxo-9-((S*)-1-(2-(trifluoromethyl)pyridin-4-yl)ethyl)-1,2,3,4,7,8,9,10-octahydropyrido[4',3':3,4]pyrazolo[1,5-a]pyrazine-2-carbonyl)benzonitrile ClC1=C(C#N)C=C(C=C1)C(=O)N1CC=2C(=NN3C2C(N(CC3)[C@@H](C)C3=CC(=NC=C3)C(F)(F)F)=O)C[C@H]1C |o1:22|